(1R,2S,3R,5R)-3-[4-amino-5-(4-benzyl-1,3-thiazol-2-yl)-2-chloropyrrolo[2,3-d]pyrimidin-7-yl]-5-[1-(pyridin-4-ylmethyl)piperidin-4-yl]cyclopentane-1,2-diol NC=1C2=C(N=C(N1)Cl)N(C=C2C=2SC=C(N2)CC2=CC=CC=C2)[C@H]2[C@@H]([C@@H]([C@H](C2)C2CCN(CC2)CC2=CC=NC=C2)O)O